ClC1=C(C(=CC=2[NH+](C3=CC=CC=C3C(C12)(C)C)[O-])Cl)O (1,3-dichloro-9,9-dimethylacridan-2-ol) N-oxide